Bis(diethoxymethylsilyl)ethan C(C)OC(OCC)[SiH2]C(C)[SiH2]C(OCC)OCC